5-Amino-3-[2-chloro-4-([[5-(1,1,1-trifluoro-2-methylpropan-2-yl)-1,2-oxazol-3-yl]carbamoyl]methyl)phenyl]-1-isopropylpyrazole-4-carboxamide NC1=C(C(=NN1C(C)C)C1=C(C=C(C=C1)CC(NC1=NOC(=C1)C(C(F)(F)F)(C)C)=O)Cl)C(=O)N